fructose 1,6-bisphosphonate P(O)(=O)OCC(=O)[C@@H](O)[C@H](O)[C@H](O)COP(O)=O